S(=O)(=O)=NC(=O)N sulfonylurea